NC1=NC2=CC=CC(=C2C(=N1)C=1N=NN(C1)CC1=CC=CC(=N1)C(C)(C)O)OC 2-(6-{[4-(2-amino-5-methoxyquinazolin-4-yl)-1H-1,2,3-triazol-1-yl]methyl}pyridin-2-yl)propan-2-ol